3,4-dihydroxy-5-(hydroxymethyl)tetrahydrofuran OC1COC(C1O)CO